(2S)-2-cyclopentyl-2-[ethyl(9H-fluoren-9-ylmethoxycarbonyl)amino]acetic acid C1(CCCC1)[C@@H](C(=O)O)N(C(=O)OCC1C2=CC=CC=C2C=2C=CC=CC12)CC